1,4-bis(3,5-dimethylphenyl)-1,2-diallyl-1-butene CC=1C=C(C=C(C1)C)C(=C(CCC1=CC(=CC(=C1)C)C)CC=C)CC=C